CC1(OCC(CO1)(C)S(=O)(=O)C1(CC1)COS(=O)(=O)C1=CC=C(C=C1)C)C (1-((2,2,5-trimethyl-1,3-dioxan-5-yl)sulfonyl)cyclopropyl)methyl-4-methylbenzenesulfonate